N-((1r,4r)-4-(3-cyanoazetidin-1-yl)cyclohexyl)-3-methyl-1-neopentyl-1H-thieno[2,3-c]pyrazole-5-carboxamide C(#N)C1CN(C1)C1CCC(CC1)NC(=O)C1=CC2=C(N(N=C2C)CC(C)(C)C)S1